1-(4-((4-((5-(3,5-dimethylfuran-2-yl)-2-methoxyphenyl)amino)-7-methoxy-quinazolin-6-yl)oxy)piperidin-1-yl)prop-2-en-1-one CC1=C(OC(=C1)C)C=1C=CC(=C(C1)NC1=NC=NC2=CC(=C(C=C12)OC1CCN(CC1)C(C=C)=O)OC)OC